C(C(=C)C)(=O)OCC(O)CO mono-glycerol methacrylate